2-methylsulfanyl-4-(1-methylindol-3-yl)pyrazolo[1,5-a][1,3,5]triazine CSC1=NC=2N(C(=N1)C1=CN(C3=CC=CC=C13)C)N=CC2